(2S,3S,4R,5R)-2-[2-(2-Amino-3-fluorochinolin-7-yl)ethyl]-5-(4-methyl-7H-pyrrolo[2,3-d]pyrimidin-7-yl)tetrahydrothiophen-3,4-diol NC1=NC2=CC(=CC=C2C=C1F)CC[C@@H]1S[C@H]([C@@H]([C@@H]1O)O)N1C=CC2=C1N=CN=C2C